ClC=1C=C2CC(N(C2=CC1)CC(=O)NCCC1=CC=C(C=C1)C)=O 2-(5-chloro-2-oxo-2,3-dihydro-1H-indol-1-yl)-N-[2-(4-methylphenyl)ethyl]acetamide